vinyl-norbornene-acrylonitrile C(=C)C=1C2(CCC(C1)C2)C=CC#N